4-[(4-Aminophenyl)-[3-[bis(4-aminophenyl)methyl]phenyl]methyl]aniline methyl-(2R,3S)-3-((methyl-sulfonyl)amino)-2-(((cis-4-phenylcyclohexyl)oxy)methyl)piperidine-1-carboxylate COC(=O)N1[C@H]([C@H](CCC1)NS(=O)(=O)C)CO[C@@H]1CC[C@@H](CC1)C1=CC=CC=C1.NC1=CC=C(C=C1)C(C1=CC=C(N)C=C1)C1=CC(=CC=C1)C(C1=CC=C(C=C1)N)C1=CC=C(C=C1)N